5-amino-2-(dimethylamino)-N-(naphthalen-1-ylmethyl)benzamide NC=1C=CC(=C(C(=O)NCC2=CC=CC3=CC=CC=C23)C1)N(C)C